C(C)C=1C=C(C(=O)N[C@H]2C[C@H](CCC2)NC2=CC(=NC3=CC=CC=C23)C(F)(F)F)C=CC1 3-ethyl-N-[(1r,3s)-3-{[2-(trifluoromethyl)quinolin-4-yl]amino}cyclohexyl]benzamide